CN(CCN(C1=C(C=C(C=C1)NC1=NC=CC(=N1)C1=CNC2=C(C=CC=C12)F)NC(CC)=O)C)C N-(2-((2-(dimethylamino)ethyl)(methyl)amino)-5-((4-(7-fluoro-1H-indol-3-yl)pyrimidin-2-yl)amino)phenyl)propionamide